OC[C@](C)(O)C=1SC(=C(N1)CO)S(=O)(N)=NC(NC1=C2C(=NC3=C1CCC3)C(CC2)(C)C)=O 2-((S)-1,2-dihydroxypropan-2-yl)-N'-((3,3-dimethyl-1,2,3,5,6,7-hexahydrodicyclopenta[b,e]pyridin-8-yl)carbamoyl)-4-(hydroxymethyl)thiazole-5-sulfonimidamide